BrC1=C(C=C(C=C1)C(C)=O)OC 1-(4-bromo-3-methoxyphenyl)ethanone